C(C)(C)(C)C=1C=C(CN2CN(C=C2)CCCC)C=C(C1O)C(C)(C)C 1-(3,5-di-tert-butyl-4-hydroxybenzyl)-3-butyl-imidazole